P(=O)(OC(C)(C)CC)([O-])[O-] tert-pentyl phosphate